(E)-N,N'-bis(3-ethynyl-2-fluorophenyl)formamidine C(#C)C=1C(=C(C=CC1)N\C=N\C1=C(C(=CC=C1)C#C)F)F